C1(CC1)[C@H](C)NC1=NN2C(C=N1)=C(C=C2)C2=CC=C1C(=N2)N(C(=N1)C)CC(F)F (S)-N-(1-cyclopropylethyl)-5-(3-(2,2-difluoroethyl)-2-methyl-3H-imidazo[4,5-b]pyridin-5-yl)pyrrolo[2,1-f][1,2,4]triazin-2-amine